COC1=CC=C(CN2C3=C(NC4=C(C2=O)C=CC=C4)C=CC(=C3)C(=O)OC)C=C1 methyl 10-(4-methoxybenzyl)-11-oxo-10,11-dihydro-5H-dibenzo[b,e][1,4]diazepine-8-carboxylate